(R)-N-((6-methoxy-1-(4-(trifluoromethyl)phenyl)-2,3-dihydro-1H-pyrido[2,3-b][1,4]oxazin-3-yl)methyl)acetamide COC=1C=CC2=C(O[C@@H](CN2C2=CC=C(C=C2)C(F)(F)F)CNC(C)=O)N1